2,6-di-methylaniline CC1=C(N)C(=CC=C1)C